N-(2-morpholinoethyl)-5-(4-phenyl-3,4-dihydro-1H-benzo[4,5]imidazo[2,1-c][1,4]oxazin-7-yl)pyridin-2-amine O1CCN(CC1)CCNC1=NC=C(C=C1)C1=CC2=C(N=C3COCC(N32)C3=CC=CC=C3)C=C1